ClC1=CC=C(C=C1)NC(=O)NC(C(C)C)C1=NC(=NO1)C1=CC=CC=C1 1-(4-chlorophenyl)-3-[2-methyl-1-(3-phenyl-1,2,4-oxadiazol-5-yl)-propyl]urea